C1(=CC=CC=C1)P(C1=CC2=C(SC3=C2C=C(C=C3)P(C3=CC=CC=C3)C3=CC=CC=C3)C=C1)C1=CC=CC=C1 2,8-bis(diphenyl-phosphino)dibenzothiophene